CC1=C(C(=O)NC2=CC=C(C3=CC=CC=C23)S(NC(CC2CCN(CC2)C)C)(=O)=O)C=CC=C1 2-methyl-N-(4-(N-(1-(1-methylpiperidin-4-yl)propan-2-yl)sulfamoyl)naphthalen-1-yl)benzamide